2-(2,6-dioxopiperidin-3-yl)-5-(4-((4-(1-(5-methoxy-2-(1-methyl-1H-pyrazol-4-yl)-4-nitrophenyl)piperidin-4-yl)piperazin-1-yl)methyl)piperidin-1-yl)isoindoline-1,3-dione O=C1NC(CCC1N1C(C2=CC=C(C=C2C1=O)N1CCC(CC1)CN1CCN(CC1)C1CCN(CC1)C1=C(C=C(C(=C1)OC)[N+](=O)[O-])C=1C=NN(C1)C)=O)=O